NC=1C=CC(=C(C1)O)N1CCCCC1 5-amino-2-(piperidin-1-yl)phenol